FC(C=1OC(=O)C2=CC=CC=C2C1C1=CC=C(C=C1)I)(F)F 3-trifluoromethyl-4-(4-iodophenyl)-isocoumarin